N-(3-aminopropyl)-4-aminobutyltri-n-propoxysilane NCCCNCCCC[Si](OCCC)(OCCC)OCCC